(S)-1-(5-fluoro-4-((1-(5-phenyl-4,5-dihydro-1H-pyrazole-1-carbonyl)azetidin-3-yl)oxy)pyridin-2-yl)-3,5-dimethyl-1H-pyrazole-4-sulfonamide FC=1C(=CC(=NC1)N1N=C(C(=C1C)S(=O)(=O)N)C)OC1CN(C1)C(=O)N1N=CC[C@H]1C1=CC=CC=C1